(R)-2-chloro-4,5,6,7-tetrahydrobenzothiophen-5-amine ClC=1SC2=C(C1)C[C@@H](CC2)N